(6-amino-5-(methoxycarbonyl)pyridin-3-yl)boric acid NC1=C(C=C(C=N1)OB(O)O)C(=O)OC